1-(11-amino-3-cyclopropyl-7-isopropyl-6,7-dihydroisoxazolo[4,3-c]pyrimido[5',4':4,5]pyrrolo[3,2-e]azepin-5(4H)-yl)-2-phenylethan-1-one NC1=NC=NC2=C1C=1C=3C(CN(CC1N2C(C)C)C(CC2=CC=CC=C2)=O)=C(ON3)C3CC3